N(=[N+]=[N-])[C@@H]1[C@@H](C[C@H](OC1)C(=O)N1[C@H](C2=CC=CC=C2CC1)C1=CC=C(C=C1)F)F ((2S,4R,5S)-5-azido-4-fluorotetrahydro-2H-pyran-2-yl)((S)-1-(4-fluorophenyl)-3,4-dihydroisoquinolin-2(1H)-yl)methanone